N,N-di(2-hydroxyethyl)amine OCCNCCO